Cl.ClC1=C(C=CC(=C1)C(F)(F)F)N1CCNCC1 1-[2-chloro-4-(trifluoromethyl)phenyl]piperazine hydrochloride